6-amino-N-hydroxyhexanamide NCCCCCC(=O)NO